N-(4,4-dimethyl-7-(trifluoromethyl)-4H-chromeno[4,3-d]thiazol-2-yl)-4,6-dimethoxypyrimidine-5-carboxamide CC1(OC=2C=C(C=CC2C=2N=C(SC21)NC(=O)C=2C(=NC=NC2OC)OC)C(F)(F)F)C